Methyl 7-(4-methoxybenzyl)-2-(methylthio)-7H-pyrrolo[2,3-d]pyrimidin-6-carboxylate COC1=CC=C(CN2C(=CC3=C2N=C(N=C3)SC)C(=O)OC)C=C1